COC1=CC=C(C=C1)CCC(=C)OC(C)C 1-methoxy-4-(3-methylethoxy-but-3-en-1-yl)benzene